5-(3-Cyanophenyl)-N-(3-(2-hydroxypropyl)-1,2,4-thiadiazol-5-yl)-2-(trifluoromethyl)furan-3-carboxamide C(#N)C=1C=C(C=CC1)C1=CC(=C(O1)C(F)(F)F)C(=O)NC1=NC(=NS1)CC(C)O